8-(1-(2,2-difluoroethyl)-1H-pyrazolo[3,4-b]pyrazin-6-yl)-2-(4-methyl-6-(trifluoromethyl)pyridin-3-yl)-2,8-diazaspiro[4.5]decane FC(CN1N=CC=2C1=NC(=CN2)N2CCC1(CCN(C1)C=1C=NC(=CC1C)C(F)(F)F)CC2)F